C(C)N1C(C(N(CC1)C(=O)N[C@@H](C(=O)N[C@@H]1B(OC2=C(C1)C=CC=C2C(=O)O)O)C2=C(C(=C(C(=C2F)F)P(=O)(O)O)F)F)=O)=O (R)-3-((R)-2-(4-ethyl-2,3-dioxopiperazine-1-carboxamido)-2-(2,3,5,6-tetrafluoro-4-phosphonophenyl)acetamido)-2-hydroxy-3,4-dihydro-2H-benzo[e][1,2]oxaborinine-8-carboxylic acid